C1CC12CN(CC2)CC2=CC(=C1CNC(C1=C2)=O)C(F)(F)F 6-((5-azaspiro[2.4]heptan-5-yl)methyl)-4-(trifluoromethyl)isoindolin-1-one